4-[2-(5-cyclopropyl-4,7-difluoro-3,3-dimethyl-2-oxoindol-1-yl)acetamido]-2,3-dimethylbutanoic acid C1(CC1)C=1C(=C2C(C(N(C2=C(C1)F)CC(=O)NCC(C(C(=O)O)C)C)=O)(C)C)F